FC1=C(CN2C(C=3C=C(C=NC3CC2)C=2C=CC=3N(N2)C=C(N3)NC(C)=O)=O)C=C(C=C1)OC(F)(F)F N-(6-(6-(2-fluoro-5-(trifluoromethoxy)benzyl)-5-oxo-5,6,7,8-tetrahydro-1,6-naphthyridin-3-yl)imidazo[1,2-b]pyridazin-2-yl)acetamide